FCCCCCN1C(=NC2=C1C=CC=C2)C(=O)C2=CC=CC1=CC=CC=C21 1-(5-fluoropentyl)-2-(1-naphthoyl)benzimidazole